5-(2-carboxyethoxyvinyl)-uracil C(=O)(O)CCOC=CC=1C(NC(NC1)=O)=O